O=C1C(C(N2CC(CCC12)C(=O)OC)=O)C(=O)OC Dimethyl 1,3-dioxooctahydroindolizine-2,6-dicarboxylate